7-{3-[(5-hydroxynaphthalen-1-yl)sulfamoyl]phenyl}heptanoic acid OC1=C2C=CC=C(C2=CC=C1)NS(=O)(=O)C=1C=C(C=CC1)CCCCCCC(=O)O